FC1=C(C=CC(=C1)C)NC=1N(C(C=C(C1C(=O)N)OC1=C2C=CN(C2=CC=C1)S(=O)(=O)C)=O)C ((2-fluoro-4-methylphenyl)amino)-1-methyl-4-((1-(methylsulfonyl)indol-4-yl)oxy)-6-oxo-1,6-dihydropyridine-3-carboxamide